ClC=1C=C(CN2CC(N(CC2)C)=O)C=CC1N1C=NC(=C1)C1=NC(=NC=C1C(F)(F)F)NC1CCN(CC1)S(=O)(=O)C 4-(3-Chloro-4-(4-(2-((1-(methylsulfonyl)piperidin-4-yl)amino)-5-(trifluoromethyl)pyrimidin-4-yl)-1H-imidazol-1-yl)benzyl)-1-methylpiperazin-2-one